IC(C(C(C(I)(F)F)(F)F)(F)F)(F)F 1,4-diiodo-octafluorobutane